NC1=CC=C(C=C1)CC1=CC=C(NC2=CC=C(C=C2)CC2=CC=C(C=C2)N)C=C1 4-[(4-aminophenyl)methyl]-N-[4-[(4-aminophenyl)methyl]phenyl]aniline